hydroxyethyl-choline OCCOCC[N+](C)(C)C